C(CCC)OC(=O)[C@H]1[C@H](CC=CC1)C(=O)OCCCC cis-dibutylcyclohex-4-en-1,2-dicarboxylate